COC1=C(C=C(C=C1)OC)N1N=NC(=C1C)N 1-(2,5-dimethoxyphenyl)-5-methyl-1H-1,2,3-triazol-4-amine